1-sulfonaphthalene S(=O)(=O)(O)C1=CC=CC2=CC=CC=C12